1,4-decadiene C=CCC=CCCCCC